COCCSCCO 2-(2-Methoxyethylthio)ethanol